BrC=1C(OC(C1Br)C1=CC=CC=C1)=O 3,4-Dibromo-5-phenylfuran-2(5H)-one